(S)-2-benzyl-4,4,4-trifluoro-N-(8-fluoro-4-methyl-3-quinolinyl)-2-methyl-butyramide C(C1=CC=CC=C1)[C@](C(=O)NC=1C=NC2=C(C=CC=C2C1C)F)(CC(F)(F)F)C